N-[(2S)-1-Hydroxypropan-2-yl]-2-(thiophen-2-yl)-6-[4-(trifluoromethoxy)phenyl]pyrimidin OC[C@H](C)N1C(N=CC=C1C1=CC=C(C=C1)OC(F)(F)F)C=1SC=CC1